C1=CC=C(C(=C1)C(F)(F)F)F o-fluorobenzotrifluoride